COC(=O)C1=CC2=C(N=C(N2CCOC)CC2=C(C=C(C=C2)B2OC(C(O2)(C)C)(C)C)F)C=C1 2-{[2-fluoro-4-(4,4,5,5-tetramethyl-1,3,2-dioxaborolan-2-yl)phenyl]Methyl}-3-(2-methoxyethyl)benzimidazole-5-carboxylic acid methyl ester